C1(=CC=CC=C1)C(C1=CC=CC=C1)=NC=1C=NC=CC1C(C1=CC=C(C#N)C=C1)OC1=CC=C2C(CCOC2=C1)=O 4-((3-((Diphenylmethylene)amino)pyridin-4-yl)((4-oxochroman-7-yl)oxy)methyl)benzonitrile